CC1(SC(SCC2=C1C=CC=C2)C2=CC(=C(C=C2)OC)O)C Dimethyl-3-(3-hydroxy-4-methoxyphenyl)-1,5-dihydro-2,4-benzodithiepine